FC=1C=C(CC2=CC=C(N=N2)C=2C(=NN(C(C2)=O)C)C(=O)N)C=CC1 (6-(3-fluorobenzyl)pyridazin-3-yl)-1-methyl-6-oxo-1,6-dihydropyridazine-3-carboxamide